butyric acid α,α-dimethylbenzyl ester CC(C1=CC=CC=C1)(C)OC(CCC)=O